1-(2-chloro-6-(p-tolyloxy)-9H-purin-9-yl)ethan-1-one ClC1=NC(=C2N=CN(C2=N1)C(C)=O)OC1=CC=C(C=C1)C